C(C)(C)(C)NC(NC1=CC2=C(N(C(C(O2)C)=O)CC2=CC(=CC=C2)C)C=C1)=O 3-tert-butyl-1-{2-methyl-4-[(3-methylphenyl)methyl]-3-oxo-2H-1,4-benzoxazin-7-yl}urea